thulium (i) 3-(3-aminocyclopentyl)propanenitrile NC1CC(CC1)CCC#N.[Tm+]